C(C)(=O)OCC1=NC=2C(=NC(=CC2)Cl)N1CC1CCOCC1 (5-Chloro-3-((tetrahydro-2H-pyran-4-yl)methyl)-3H-imidazo[4,5-b]pyridin-2-yl)methyl acetate